5-isopropyl-5-β-bromoallylbarbituric acid C(C)(C)C1(C(NC(NC1=O)=O)=O)CC(=C)Br